CCCNC(=O)N N-(3-propyl)urea